2-t-butyl-1,4-benzoquinone C(C)(C)(C)C=1C(C=CC(C1)=O)=O